silver ((2-((perfluorophenoxy) carbonyl) benzo[b]thiophen-5-yl) methyl) phosphonate P(OCC1=CC2=C(SC(=C2)C(=O)OC2=C(C(=C(C(=C2F)F)F)F)F)C=C1)([O-])=O.[Ag+]